(R)-5-chloro-3-(3-methylmorpholino)-1-(tetrahydro-2H-pyran-4-yl)pyrazin-2(1H)-one ClC=1N=C(C(N(C1)C1CCOCC1)=O)N1[C@@H](COCC1)C